CC1CC(OCC1)CCCCC 4-methyl-2-pentyltetrahydro-2H-pyran